C(C)[C@@H]1N(CCCC1)C(C[C@@H](C(=O)N[C@@H](C)C1=NC2=C(N1)C=CC=C2F)NS(=O)(=O)CCC(C)C)=O (2S)-4-[(2S)-2-ethyl-1-piperidyl]-N-[(1S)-1-(4-fluoro-1H-benzimidazol-2-yl)ethyl]-2-(isopentylsulfonylamino)-4-oxo-butanamide